CC=CCOCCCCCCO 6-hydroxyhexyl (methyl)allyl ether